2-[(4R)-5-(difluoromethoxy)-4-[[6-oxo-5-(trifluoromethyl)-1-(2-trimethylsilylethoxymethyl)pyridazin-4-yl]amino]pentyl]-7-fluoro-6-[5-(trifluoromethyl)pyrimidin-2-yl]isoquinolin-1-one FC(OC[C@@H](CCCN1C(C2=CC(=C(C=C2C=C1)C1=NC=C(C=N1)C(F)(F)F)F)=O)NC=1C=NN(C(C1C(F)(F)F)=O)COCC[Si](C)(C)C)F